di-benzylaminomethylpyridinium C(C1=CC=CC=C1)N(CC1=CC=CC=C1)C[N+]1=CC=CC=C1